1-((1-(10H-phenothiazin-2-yl)ethyl)sulfonyl)piperidin-3-ol C1=C(C=CC=2SC3=CC=CC=C3NC12)C(C)S(=O)(=O)N1CC(CCC1)O